4-(2-chloro-6-fluorophenyl)-6-methylnicotinic Acid ClC1=C(C(=CC=C1)F)C1=CC(=NC=C1C(=O)O)C